OCC=1C=C(OCCN2C=CC3=CC=C(C=C23)C(=O)OC)C=CC1 methyl 1-(2-(3-(hydroxymethyl) phenoxy) ethyl)-1H-indole-6-carboxylate